[Si](C)(C)(C(C)(C)C)OC=1C=C(C2=CC=CC=C2C1)C1=CC=C2C(=NC(=NC2=C1)OCC12CCCN2CCC1)N1C[C@H]2CC[C@@H](C1)N2C(=O)OC(C)(C)C Tert-butyl (1R,5S)-3-(7-(3-((tert-butyldimethylsilyl)oxy)naphthalen-1-yl)-2-((tetrahydro-1H-pyrrolizin-7a(5H)-yl)methoxy)quinazolin-4-yl)-3,8-diazabicyclo[3.2.1]octane-8-carboxylate